N-(3-chloro-4-methylphenyl)-3-(3-((1-(2,6-dioxopiperidin-3-yl)-2,5-dioxo-2,5-dihydro-1H-pyrrol-3-yl)amino)phenyl)-4-methylpentanamide ClC=1C=C(C=CC1C)NC(CC(C(C)C)C1=CC(=CC=C1)NC=1C(N(C(C1)=O)C1C(NC(CC1)=O)=O)=O)=O